C1(CC1)C=1N=NN(C1)[C@H](C(=O)N1[C@@H](C[C@H](C1)O)C(=O)NCCC1=NC=C(C=C1)C(F)F)C(C)(C)C (2S,4r)-1-[(2S)-2-(4-cyclopropyl-triazol-1-yl)-3,3-dimethyl-butyryl]-N-[2-[5-(difluoromethyl)-2-pyridinyl]ethyl]-4-hydroxy-pyrrolidine-2-carboxamide